N1=NC2=C3C1=C1C=CC=CC1=CC3=CC=C2 Anthra[1,9-cd]pyrazol